C1(CCCC1)NC=1C2=C(N=C(N1)NC1=CC=C(C=3CCOC31)C(=O)N3CCC(CC3)N3CCOCC3)NC=C2C(F)(F)F (7-((4-(cyclopentylamino)-5-(trifluoromethyl)-7H-pyrrolo[2,3-d]pyrimidin-2-yl)amino)-2,3-dihydrobenzo-furan-4-yl)(4-morpholinopiperidin-1-yl)methanone